C(C1=CC=CC=C1)OC(=O)NC(C(=O)OCC)CC=C(C)C ethyl 2-(benzyloxycarbonylamino)-5-methyl-hex-4-enoate